2-amino-4-(butylamino)-6-(3-methoxy-4-(4-methylpiperazine-1-carbonyl)benzyl)pyridin NC1=NC(=CC(=C1)NCCCC)CC1=CC(=C(C=C1)C(=O)N1CCN(CC1)C)OC